4-(4-((4-(bromomethyl)-3,5-difluorophenyl)thio)piperidin-1-yl)-3-fluorobenzonitrile BrCC1=C(C=C(C=C1F)SC1CCN(CC1)C1=C(C=C(C#N)C=C1)F)F